6-((1H-pyrazol-1-yl)methyl)-5-cyclopropylbenzo[d]isoxazole-3-amine N1(N=CC=C1)CC1=CC2=C(C(=NO2)N)C=C1C1CC1